ClC1=CC=2C=C3N(CCN(C3)C(=O)C3CNCC3)C2N=C1 3-(3-chloro-6,7,8,9-tetrahydropyrido[3',2':4,5]pyrrolo[1,2-a]pyrazine-7-carbonyl)pyrrolidin